(R)-(5-cyclopropyl-1,3,4-oxadiazol-2-yl)(4-(7-methylpyrazolo[1,5-a]pyridin-2-yl)-6,7-dihydro-1H-imidazo[4,5-c]pyridin-5(4H)-yl)methanone C1(CC1)C1=NN=C(O1)C(=O)N1[C@H](C2=C(CC1)NC=N2)C2=NN1C(C=CC=C1C)=C2